FC1=C(C=C(C=C1)F)[C@@H]1N(CCC1)C1=CC=C(C(=N1)NC(=O)NCC1=CC=CC=C1)[N+](=O)[O-] (R)-6-(2-(2,5-Difluorophenyl)pyrrolidin-1-yl)-3-nitro-2-(3-benzylureido)pyridine